N-methyl-2-(4-methyl-1H-indol-3-yl)ethan-1-amine CNCCC1=CNC2=CC=CC(=C12)C